C(C)(C)(C)OC(=O)N1CCC(CC1)(C1=NN=C(N1)C1=CC=NC=C1)NC=1C=C(C(=O)N[C@@H](C)C=2C=C(OCCCCCCOCCOCC(=O)O)C=CC2)C=CC1 (S)-2-(2-((6-(3-(1-(3-((1-(tert-butoxycarbonyl)-4-(5-(pyridin-4-yl)-4H-1,2,4-triazol-3-yl)piperidin-4-yl)amino)benzamido)ethyl)phenoxy)hexyl)oxy)ethoxy)acetic acid